4-(hydroxycarbamoyl)benzamide ONC(=O)C1=CC=C(C(=O)N)C=C1